C1(CC1)S(=O)(=O)N1N=CC(=C1)C1=NC=CC(=C1)NC1=NC=C(C(=N1)NC1CCC(CC1)(O)C)C1=NN(C=C1)CC(F)F (1s,4s)-4-((2-((2-(1-(Cyclopropylsulfonyl)-1H-pyrazol-4-yl)pyridin-4-yl)amino)-5-(1-(2,2-difluoroethyl)-1H-pyrazol-3-yl)pyrimidin-4-yl)amino)-1-methylcyclohexan-1-ol